C(C=C)N1N(C2=NC(=NC=C2C1=O)NC1=CC=C(C=C1)NC(C1=C(C=CC(=C1)CC1=NNC(C2=CC=CC=C12)=O)F)=O)C1=NC(=CC=C1)C(C)(C)O N-[4-[[2-allyl-1-[6-(1-hydroxy-1-methyl-ethyl)-2-pyridyl]-3-oxo-pyrazolo[3,4-d]pyrimidin-6-yl]amino]phenyl]-2-fluoro-5-[(4-oxo-3H-phthalazin-1-yl)methyl]benzamide